C(C)OC(=O)OC(=O)OCC diethylpyrocarbonate